ClC=1C(=NC=C(C1)C=1C=CC=2C3=C(N(C2C1)C)C=CN=C3)N3CCN(CC3)CC3CCN(CC3)C3=C1C(N(C(C1=CC=C3)=O)N3C(NC(CC3)=O)=O)=O 4-(4-((4-(3-chloro-5-(5-methyl-5H-pyrido[4,3-b]indol-7-yl)pyridin-2-yl)piperazin-1-yl)methyl)piperidin-1-yl)-2-(2,4-dioxotetrahydropyrimidin-1(2H)-yl)isoindoline-1,3-dione